2-bromo-N,N-diisopropylacetamide BrCC(=O)N(C(C)C)C(C)C